4-(2-(3-chloro-N-(2-cyanobenzyl)-2,4,5,6-tetrafluorophenylsulfonamido)-N-(3,5-dicyclopropylbenzyl)acetamido)-3-ethoxybenzoic acid ClC=1C(=C(C(=C(C1F)F)F)S(=O)(=O)N(CC1=C(C=CC=C1)C#N)CC(=O)N(CC1=CC(=CC(=C1)C1CC1)C1CC1)C1=C(C=C(C(=O)O)C=C1)OCC)F